1-((6'-chloro-3,4'-difluoro-[2,3'-bipyridin]-5-yl)methyl)-4-methylpiperidin-4-ol ClC1=CC(=C(C=N1)C1=NC=C(C=C1F)CN1CCC(CC1)(O)C)F